NC1=NC=C(C=2N=C(N=CC21)NC(C)(C)C)C=2C(=C(C=CC2)O)C (5-amino-2-(tert-butylamino)pyrido[4,3-d]pyrimidin-8-yl)-2-methylphenol